ClC=1C=C2C(=C3C1NC(NC31CCCCC1)=O)OC(=N2)C(=O)N(C)CCOC 5-chloro-N-(2-methoxyethyl)-N-methyl-7-oxo-7,8-dihydro-6H-spiro[[1,3]oxazolo[5,4-f]quinazoline-9,1'-cyclohexane]-2-carboxamide